5,5-dioxodibenzothiophene O=S1(C2=C(C3=C1C=CC=C3)C=CC=C2)=O